N-(8,9-difluoro-6-oxo-1,4,5,6-tetrahydro-2H-pyrano[3,4-c]isoquinolin-1-yl)-3',5'-difluoro-N-methyl-[1,1'-biphenyl]-4-carboxamide FC=1C(=CC=2C3=C(NC(C2C1)=O)COCC3N(C(=O)C3=CC=C(C=C3)C3=CC(=CC(=C3)F)F)C)F